3,5-diphenyl-1H-pyridazin-4-one C1(=CC=CC=C1)C1=NNC=C(C1=O)C1=CC=CC=C1